ClC1=CC(=CC=2CN(CCOC21)CC=2C=C(N=NC2)N)N2C=CC1=CC(=CC=C21)F 5-{[9-chloro-7-(5-fluoroindol-1-yl)-3,5-dihydro-2H-1,4-benzoxazepin-4-yl]methyl}pyridazin-3-amine